C(C)S(=O)(=O)C=1C(=NN2C1C=C(C=C2)C(F)(F)F)NCC2=C(C(=O)O)C=C(C=C2)OC(F)(F)F 2-[[[3-ethylsulfonyl-5-(trifluoromethyl)pyrazolo[1,5-a]pyridin-2-yl]amino]methyl]-5-(trifluoromethoxy)benzoic acid